N-(4-(4-((1,2,3,4-Tetrahydroisochinolin-7-yl)oxy)-1H-pyrrolo[2,3-b]pyridin-3-yl)pyridin-2-yl)cyclohexancarboxamid C1NCCC2=CC=C(C=C12)OC1=C2C(=NC=C1)NC=C2C2=CC(=NC=C2)NC(=O)C2CCCCC2